N,N-dibenzyl-acrylamide Ammonium Maleinate C(\C=C/C(=O)[O-])(=O)[O-].[NH4+].C(C1=CC=CC=C1)N(C(C=C)=O)CC1=CC=CC=C1.[NH4+]